COC([C@@H](CCl)NC(=O)OC(C)(C)C)=O.[N+](=O)([O-])C=1C=C(C=CC1NCC1COCCC1)S(=O)(=O)N 3-nitro-4-(((tetrahydro-2H-pyran-3-yl)methyl)amino)benzenesulfonamide methyl-(2S)-2-(tert-butoxycarbonylamino)-3-chloro-propanoate